COC(=O)C1=NN(C=C1)C1CC1 1-Cyclopropyl-1H-pyrazole-3-carboxylic acid methyl ester